9,10-bis(2-naphthalenyl)-2-tert-butyl-anthracene C1=C(C=CC2=CC=CC=C12)C=1C2=CC=CC=C2C(=C2C=CC(=CC12)C(C)(C)C)C1=CC2=CC=CC=C2C=C1